C1=CC=CC=2C3=CC=CC=C3C(C12)COC(=O)N1CCN(CC1)CC1CCC2(CCNCC2)CC1 9-((4-(((9H-fluoren-9-yl)methoxy)carbonyl)piperazin-1-yl)methyl)-3-azaspiro[5.5]undecan